2,3-bis([1,1'-biphenyl]-3-yl)-5-chloropyrazine C1(=CC(=CC=C1)C1=NC=C(N=C1C=1C=C(C=CC1)C1=CC=CC=C1)Cl)C1=CC=CC=C1